1-[6-[5-ethyl-3-methyl-4-oxo-6-(trifluoromethyl)imidazo[4,5-c]pyridin-2-yl]-5-(ethylsulfonimidoyl)-3-pyridyl]cyclopropanecarbonitrile C(C)N1C(C2=C(C=C1C(F)(F)F)N=C(N2C)C2=C(C=C(C=N2)C2(CC2)C#N)S(=O)(=N)CC)=O